C12=CCCC(CCC1)CC2 Bicyclo[3.3.2]-decene